N-((1s,3s)-3-(6-((1-(2-(1-(2-((2-(2,6-dioxopiperidin-3-yl)-1,3-dioxoisoindolin-4-yl)oxy)acetyl)piperidin-4-yl)ethyl)piperidin-4-yl)amino)-9H-purin-9-yl)cyclobutyl)-6-methylpicolinamide O=C1NC(CC[C@@H]1N1C(C2=CC=CC(=C2C1=O)OCC(=O)N1CCC(CC1)CCN1CCC(CC1)NC1=C2N=CN(C2=NC=N1)C1CC(C1)NC(C1=NC(=CC=C1)C)=O)=O)=O